ClC1=CC(=C(COC=2C(=NC=CC2)C2CCC(CN2C(=O)[O-])OC(C2=CC=C(C=C2)[N+](=O)[O-])=O)C=C1)F 6-(((4-chloro-2-fluorobenzyl)oxy)pyridin-2-yl)-3-((4-nitrobenzoyl)oxy)piperidin-1-formate